tert-butyl ((3S,5R)-5-(hydroxymethyl)pyrrolidin-3-yl)carbamate hydrochloride Cl.OC[C@H]1C[C@@H](CN1)NC(OC(C)(C)C)=O